C(C)(C)(C)C=1C=C(C=C(C1O)C(C)(C)C)C=C(C#N)C#N 2-[(3,5-ditert-butyl-4-hydroxyphenyl)methylidene]propanedinitrile